N-(5-fluoro-2-((2S,3S)-2-methylpiperidin-3-yl)thieno[2,3-b]pyridin-4-yl)benzo[d]thiazol-5-amine FC=1C(=C2C(=NC1)SC(=C2)[C@@H]2[C@@H](NCCC2)C)NC=2C=CC1=C(N=CS1)C2